Methyl 3-(3-((tert-butoxycarbonyl)amino)oxetan-3-yl)-3-oxopropanoate C(C)(C)(C)OC(=O)NC1(COC1)C(CC(=O)OC)=O